3,3,4,4-tetrafluoroproline FC1([C@H](NCC1(F)F)C(=O)O)F